FC(OC1=C(C=C(C(=O)NCC=2C(=NN3N=CC=CC32)CC)C=C1)F)F 4-(difluoromethoxy)-N-((2-ethylpyrazolo[1,5-b]pyridazin-3-yl)methyl)-3-fluorobenzamide